BrC=1C=C(C=CC1)C1=NC(=NC(=N1)C1=CC(=CC=C1)Br)C1=CC=CC=C1 2,4-bis(3-bromophenyl)-6-phenyl-1,3,5-triazine